8-((4-fluorobenzyl)oxy)-1,2,3,4,5,6-hexahydroazepino[4,5-b]indole FC1=CC=C(COC=2C=CC=3C4=C(NC3C2)CCNCC4)C=C1